3-[(tert-butoxycarbonyl)amino]-2-[3-(tert-butoxycarbonyl)phenyl]propanoic acid C(C)(C)(C)OC(=O)NCC(C(=O)O)C1=CC(=CC=C1)C(=O)OC(C)(C)C